ethyl 9-(3-chlorophenyl)-5-hydroxyimidazo[1,2-a]quinoline-4-carboxylate ClC=1C=C(C=CC1)C=1C=CC=C2C(=C(C=3N(C12)C=CN3)C(=O)OCC)O